ethyl-di-(1-hexyl)phosphine phosphorus [P].C(C)P(CCCCCC)CCCCCC